ONC(=O)C1=CC=C2C=NN(C2=C1)CC1=CC(=CC=C1)F 1-(3-fluorobenzyl)-1H-Indazole-6-carboxylic acid hydroxyamide